1,10-bis(4-(4,4,5,5-tetramethyl-1,3,2-dioxaborolan-2-yl)phenoxy)decane CC1(OB(OC1(C)C)C1=CC=C(OCCCCCCCCCCOC2=CC=C(C=C2)B2OC(C(O2)(C)C)(C)C)C=C1)C